Cl.NC=1C(=C(C=CC1F)C(CNC(C)(C)C)O)F 1-(3-Amino-2,4-difluorophenyl)-2-(tert-butylamino)ethan-1-ol hydrochloride